NC=1C=CC(=C(CCOCCN(C(OC(C)(C)C)=O)C)C1)Cl tert-Butyl (2-(5-amino-2-chlorophenethoxy)ethyl)(methyl)carbamate